(R)-N-(1-(3-(1-(2,2-difluoroethyl)-1H-pyrazol-3-yl)-5-(1-ethyl-1H-pyrazol-3-yl)phenyl)ethyl)-5-(2-(dimethylamino)ethoxy)-2-methylbenzamide FC(CN1N=C(C=C1)C=1C=C(C=C(C1)C1=NN(C=C1)CC)[C@@H](C)NC(C1=C(C=CC(=C1)OCCN(C)C)C)=O)F